COC([C@H](CO)N1C(C2=CC(=CC=C2C1)Br)=O)=O.NC=1C=CC(=NC1)NC(=O)C1=COC=C1 N-(5-aminopyridin-2-yl)furan-3-carboxamide methyl-(2S)-2-(6-bromo-1-oxo-2,3-dihydro-1H-isoindol-2-yl)-3-hydroxypropanoate